DL-erythrose O=C[C@H](O)[C@H](O)CO |r|